OC1=CC=C2C[C@H](N(CC2=C1)C(=O)OC(C)(C)C)[C@@H](CNC(=O)C1=NC(=NC(=C1)NC1CC2(C1)CCC2)N2CCCCC2)O tert-butyl (3S)-7-hydroxy-3-[(1R)-1-hydroxy-2-[[2-(1-piperidyl)-6-(spiro[3.3]heptan-2-ylamino)pyrimidine-4-carbonyl]amino]ethyl]-3,4-dihydro-1H-isoquinoline-2-carboxylate